N-({4-bromo-1H,3H-furo[3,4-c]quinolin-7-yl}methyl)-N-(3-chloro-1-methyl-1H-pyrazol-4-yl)-2-cyclopropylpyrimidine-5-carboxamide BrC1=NC=2C=C(C=CC2C2=C1COC2)CN(C(=O)C=2C=NC(=NC2)C2CC2)C=2C(=NN(C2)C)Cl